2-(5-((R)-5,5-dimethyltetrahydro-2H-pyran-2-yl)-3-fluoro-2-methoxyphenyl)-2-((R)-3-((5-(4-methoxy-5,6,7,8-tetrahydro-1,8-naphthyridin-2-yl)pentyl)oxy)pyrrolidin-1-yl)acetic acid CC1(CC[C@@H](OC1)C=1C=C(C(=C(C1)C(C(=O)O)N1C[C@@H](CC1)OCCCCCC1=NC=2NCCCC2C(=C1)OC)OC)F)C